OC1=CC(=NC(=N1)N1C=NC=C1)C(=O)NC1CCC(CC1)OC 6-hydroxy-2-(1H-imidazol-1-yl)-N-((1r,4r)-4-methoxycyclohexyl)pyrimidine-4-carboxamide